2-[4-(4,6-diphenyl-1,3,5-triazin-2-yl)phenyl]dibenzothiophene 5,5-dioxide C1(=CC=CC=C1)C1=NC(=NC(=N1)C1=CC=CC=C1)C1=CC=C(C=C1)C1=CC2=C(S(C3=C2C=CC=C3)(=O)=O)C=C1